methyl (R)-2-(3-chloro-4-formylphenoxy)propanoate ClC=1C=C(O[C@@H](C(=O)OC)C)C=CC1C=O